O1CCN(CC1)CC1=CC=NC2=CC=CC=C12 4-(morpholinomethyl)quinolin